tert-butyl 2-[4-[(3S)-1-(2,6-dioxo-3-piperidyl)-3-methyl-indolin-4-yl]-1-piperidyl]acetate O=C1NC(CCC1N1C[C@H](C2=C(C=CC=C12)C1CCN(CC1)CC(=O)OC(C)(C)C)C)=O